FC=1C(=C(C(=C(C1)[B-](C1=C(C(=C(C(=C1)F)F)F)F)(C1=C(C(=C(C(=C1)F)F)F)F)C1=C(C(=C(C(=C1)F)F)F)F)F)F)F.C(CCCCCCCCCCCCCCCCC)[NH2+]CCCCCCCCCCCCCCCCCC N,N-Dioctadecylammonium tetrakis(tetrafluorophenyl)borate